C(#N)C=1C=CC=2N(N1)C=CC2 cyanopyrrolo[1,2-b]pyridazin